C(#N)C=1C(=CC(=C(C1)OC(=O)N1CCNCC1)C)NC1=NC=CC(=N1)NC1=CC=C2C(=N1)C(CC2)(O)CC [5-cyano-4-((7-ethyl-7-hydroxy-5H,6H-cyclopenta[b]pyridin-2-ylamino)pyrimidin-2-yl)amino-2-methylphenyl]piperazine-1-carboxylate